COC(C)(C)C1=CC=C(S1)C(=O)O 5-(1-methoxy-1-methyl-ethyl)thiophene-2-carboxylic acid